(R)-N-((1R,2R)-1-(3-chloro-4-cyclopropoxyphenyl)-1-hydroxy-3-(pyrrolidin-1-yl)propan-2-yl)-1-(6-(4-fluorophenoxy)pyridin-2-yl)pyrrolidine-3-carboxamide ClC=1C=C(C=CC1OC1CC1)[C@H]([C@@H](CN1CCCC1)NC(=O)[C@H]1CN(CC1)C1=NC(=CC=C1)OC1=CC=C(C=C1)F)O